COCCN1CCC2=C(CC1)C(C1=CC=CC=C1C2=O)=O 3-(2-methoxyethyl)-2,3,4,5-tetrahydro-1H-naphtho[2,3-d]azepine-6,11-dione